ClC=1C(=NC(=NC1)N1C[C@@H](C(CC1)(F)F)C)NC1=CC=2C3=C(CN(C2C=C1)C)OCC[C@@H](N3)C3CC3 (R)-10-((5-chloro-2-((S)-4,4-difluoro-3-methylpiperidin-1-yl)pyrimidin-4-yl)amino)-2-cyclopropyl-7-methyl-1,2,3,4-tetrahydro-[1,4]oxazepino[2,3-c]quinolin